2-(5-(3-(5-Benzoyl-1H-imidazol-2-yl)-4-fluorophenoxy)-6-fluoro-4-methyl-1H-indol-3-yl)acetaldehyde C(C1=CC=CC=C1)(=O)C1=CN=C(N1)C=1C=C(OC=2C(=C3C(=CNC3=CC2F)CC=O)C)C=CC1F